BrC1=CC=C(C=C1)C1=NC(=NC(=N1)C1=CC=CC=C1)C1=CC=CC=C1 (4-bromophenyl)-4,6-diphenyl-1,3,5-triazine